N-(3-chloro-5-(methylsulfonamido)phenyl)-4-(4-methoxy-1H-pyrazol-1-yl)-5-methylthiophene-2-carboxamide ClC=1C=C(C=C(C1)NS(=O)(=O)C)NC(=O)C=1SC(=C(C1)N1N=CC(=C1)OC)C